BrC=1C=C2C=NC(=NC2=CC1)NC(C(C)(C)C)=O N-(6-bromoquinazolin-2-yl)pivalamide